FC=1C(=C(N)C=CC1OC)OC 3-fluoro-2,4-dimethoxyaniline